Z-3-fluoro-1-[4-(trifluoromethoxy)phenyl]cyclobutanecarboxylic acid FC1CC(C1)(C(=O)O)C1=CC=C(C=C1)OC(F)(F)F